2-(6-(5,5-dimethyl-6,7-dihydro-5H-pyrrolo[2,1-c][1,2,4]triazol-3-yl)pyridin-2-yl)-6-(isopropyl(methyl)amino)-2,3-dihydro-1H-pyrrolo[3,4-c]pyridin-1-one CC1(CCC2=NN=C(N21)C2=CC=CC(=N2)N2CC=1C=NC(=CC1C2=O)N(C)C(C)C)C